1,1,1,3,3-pentafluoro-3-(2,2,2-trifluoroethoxy)propane FC(CC(OCC(F)(F)F)(F)F)(F)F